C(#N)CC1(CN(C1)C(=O)OC(C)(C)C)N1N=CC(=C1)C1=C2C(=NC=C1)N(C=C2)COCC[Si](C)(C)C tert-Butyl 3-(Cyanomethyl)-3-[4-(1-{[2-(trimethylsilyl)ethoxy]methyl}-1H-pyrrolo[2,3-b]pyridin-4-yl)-1H-pyrazol-1-yl]azetidine-1-carboxylate